C(C)(C)(C)OC(=O)N1C[C@](C(CC1)=C)(C(=O)O)C (S)-3-methyl-4-methylenepiperidine-1,3-dicarboxylic acid-1-(tert-butyl) ester